4,4'-dihydroxymethyl-2,2-bipyridine OCC1=CC(=NC=C1)C1=NC=CC(=C1)CO